[Si](C)(C)(C(C)(C)C)OC1=CC=C(C=C1)C1CCC(CC1)=O 4-(4-t-Butyldimethylsilyloxyphenyl)cyclohexan-1-one